CC1(COC1)CC=C 3-methyl-3-vinylmethyloxetane